9-(3,5-dimethyl-4-methylaminophenyl)-9-(3,5-dimethyl-4-aminophenyl)fluorene CC=1C=C(C=C(C1NC)C)C1(C2=CC=CC=C2C=2C=CC=CC12)C1=CC(=C(C(=C1)C)N)C